FC(C1=NC=CC(=C1)NC(=O)C=1C(=CC(=C(C1)NC(=O)C1=CN=C(S1)C)C)F)F N-[5-[[2-(Difluoromethyl)pyridin-4-yl]carbamoyl]-4-fluoro-2-methylphenyl]-2-methyl-1,3-thiazole-5-carboxamide